N-(5-(3-(9H-purin-6-yl)pyridin-2-ylamino)-2-chlorophenyl)-3-fluoro-5-(trifluoromethyl)benzamid N1=CN=C2NC=NC2=C1C=1C(=NC=CC1)NC=1C=CC(=C(C1)NC(C1=CC(=CC(=C1)C(F)(F)F)F)=O)Cl